tert-Butyl 3-(4,7-dichloro-5-fluoro-1-benzofuran-3-yl)-5,6-dihydro-2H-pyridine-1-carboxylate ClC1=C(C=C(C2=C1C(=CO2)C=2CN(CCC2)C(=O)OC(C)(C)C)Cl)F